4-methyl-6-((5-methyl-1H-pyrazol-3-yl)amino)pyrimidin CC1=NC=NC(=C1)NC1=NNC(=C1)C